dichloromethylenediphosphonic acid disodium salt [Na+].[Na+].ClC(P(O)(O)=O)(P([O-])([O-])=O)Cl